Methyl 1-(5-{3',5-difluoro-2',7-dimethyl-1H,2'H-[3,4'-biindazol]-1-yl}pyridin-2-yl)piperidine-4-carboxylate FC=1N(N=C2C=CC=C(C12)C1=NN(C2=C(C=C(C=C12)F)C)C=1C=CC(=NC1)N1CCC(CC1)C(=O)OC)C